(S)-5-(5-ethyl-1,2,4-oxadiazol-3-yl)-N-(2-methylpyridin-4-yl)-2,3-dihydro-1H-indene-1-carboxamide C(C)C1=NC(=NO1)C=1C=C2CC[C@@H](C2=CC1)C(=O)NC1=CC(=NC=C1)C